2-ETHOXY-3-HYDROXYPROPANOIC ACID C(C)OC(C(=O)O)CO